FC1=CC=C(C=C1)N1C(NC=C(C1=O)C(=O)NC1=CC(=C(C=C1)OC1=CC(=NC=2N1N=CC2)C2=CC=C(C=C2)OC)F)=O 3-(4-fluorophenyl)-N-(3-fluoro-4-((5-(4-methoxyphenyl)pyrazolo[1,5-a]pyrimidin-7-yl)oxy)phenyl)-2,4-dioxo-1,2,3,4-tetrahydropyrimidine-5-carboxamide